ClC=1C=C(C=CC1)C([C@H](C1=CC=CC=C1)OC(N[C@H](C(=O)N[C@@H](C[C@H]1C(NCC1)=O)C(C(=O)NCC)=O)CC1CCCC1)=O)(F)F ((S)-3-cyclopentyl-1-(((S)-4-(ethylamino)-3,4-dioxo-1-((S)-2-oxopyrrolidin-3-yl)butan-2-yl)amino)-1-oxopropan-2-yl)carbamic acid (S)-2-(3-chlorophenyl)-2,2-difluoro-1-phenylethyl ester